1-amino-1-(2-methoxy-4-((1-methylcyclopentyl)methoxy)phenyl)-2-methylpropan-2-ol NC(C(C)(O)C)C1=C(C=C(C=C1)OCC1(CCCC1)C)OC